COC1=C(CC(N)C)C=C(C(=C1C)C)OC 2,5-dimethoxy-3,4-dimethylamphetamine